4-{[3-(4-{[(3S,4R)-3-fluoro-1-methylpiperidin-4-yl]amino}-1-(2,2,2-trifluoroethyl)-1H-indol-2-yl)prop-2-yn-1-yl]amino}-3-methoxy-N-(2-methoxyethyl)benzamide F[C@H]1CN(CC[C@H]1NC1=C2C=C(N(C2=CC=C1)CC(F)(F)F)C#CCNC1=C(C=C(C(=O)NCCOC)C=C1)OC)C